Cl.CN1N=C(C2=CC=C(C=C12)N1C[C@@H]([C@@H](CC1)NC)C)C1C(NC(CC1)=O)=O 3-[1-methyl-6-[(3S,4R)-3-methyl-4-(methylamino)-1-piperidyl]indazol-3-yl]piperidine-2,6-dione hydrochloride